CC1=CC=C2C(NC=3N(C2=C1)C(SC3C(=O)NC3=CC=CC=C3)=S)=O 8-methyl-5-oxo-N-phenyl-1-thioxo-4,5-dihydro-1H-thiazolo[3,4-a]quinazoline-3-carboxamide